C(C)(C)(C)OC(=O)N1C[C@H](OC[C@@H]1C(C)C)CO (2s,5s)-2-(hydroxymethyl)-5-(prop-2-yl)morpholine-4-carboxylic acid tert-butyl ester